4-((S)-4-acryloyl-3-(cyanomethyl)piperazin-1-yl)-7-(8-methylnaphthalen-1-yl)-N-(((R)-pyrrolidin-2-yl)methyl)-5,6,7,8-tetrahydro-1,7-naphthyridine-2-carboxamide C(C=C)(=O)N1[C@H](CN(CC1)C1=CC(=NC=2CN(CCC12)C1=CC=CC2=CC=CC(=C12)C)C(=O)NC[C@@H]1NCCC1)CC#N